BrC1=CC=C(S1)C=1N(C(C2=C(N(C(C21)=O)CC(CCCCCCCCCC)CCCCCCCCCC)C=2SC(=CC2)Br)=O)CC(CCCCCCCCCC)CCCCCCCCCC 3,6-bis(5-bromothiophen-2-yl)-2,5-bis(2-decyldodecyl)pyrrolo[3,4-C]Pyrrole-1,4(2H,5H)-dione